3-fluoro-2-phenyl-4-(thiophen-2-yl)benzofuro[3,2-b]pyridine FC=1C(=C2C(=NC1C1=CC=CC=C1)C1=C(O2)C=CC=C1)C=1SC=CC1